2,2-bis(3,5-dimethyl-4-hydroxyphenyl)octane CC=1C=C(C=C(C1O)C)C(C)(CCCCCC)C1=CC(=C(C(=C1)C)O)C